CN1[C@@H](CCC1)COC=1N=C(C2=C(N1)CNCC2)C2N(CCNC2)C(=O)[O-] 2-(((S)-1-methylpyrrolidin-2-ylmethoxy)-5,6,7,8-tetrahydropyrido[3,4-d]pyrimidin-4-yl)piperazine-1-carboxylate